toluene-bis(butyl thiocarbamate) C(CCC)NC(O)=S.C(CCC)NC(O)=S.CC1=CC=CC=C1